C(C)N1C(N(C(C(=C1)C(=O)NC1=CC=C(C=C1)OC1=CC(=NC=2N1N=CC2)C)=O)C2=CC=C(C=C2)F)=O 1-ethyl-3-(4-fluorophenyl)-N-(4-((5-methylpyrazolo[1,5-a]pyrimidin-7-yl)oxy)phenyl)-2,4-dioxo-1,2,3,4-tetrahydropyrimidine-5-carboxamide